methyl 4-isopropyl-5-(8-methyl-[1,2,4]triazolo[1,5-a]pyridin-6-yl)-6H-thieno[2,3-b]pyrrole-3-carboxylate C(C)(C)C=1C2=C(NC1C=1C=C(C=3N(C1)N=CN3)C)SC=C2C(=O)OC